N-(4-bromo-2-fluorobenzyl)-2,2-dimethoxyethan-1-amine BrC1=CC(=C(CNCC(OC)OC)C=C1)F